(R)-6-(2-(2-chlorophenyl)-2-hydroxyacetyl)-2-(1-(4-(trifluoromethyl)phenyl)cyclopropyl)-5,6,7,8-tetrahydropyrido[4,3-d]pyrimidin-4(3H)-one ClC1=C(C=CC=C1)[C@H](C(=O)N1CC2=C(N=C(NC2=O)C2(CC2)C2=CC=C(C=C2)C(F)(F)F)CC1)O